FC1(OC2=C(C=CC=3CCO[C@@H](C23)CNC)O1)F (S)-1-(2,2-difluoro-7,9-dihydro-6H-[1,3]dioxolo[4,5-H]isochromen-9-yl)-N-methylmethanamine